(1-(2,4,6-trimethylanilino)ethyl)-6-(1-(2,4-bis-benzhydryl-6-cyclohexylanilino)ethyl)pyridine dimethyl-α-ketoglutarate COC(C(CCC(=O)OC)=O)=O.CC1=C(NC(C)C2=NC(=CC=C2)C(C)NC2=C(C=C(C=C2C2CCCCC2)C(C2=CC=CC=C2)C2=CC=CC=C2)C(C2=CC=CC=C2)C2=CC=CC=C2)C(=CC(=C1)C)C